ethyl [(4-benzyloxy-3-fluorophenyl)amino](oxo)acetate C(C1=CC=CC=C1)OC1=C(C=C(C=C1)NC(C(=O)OCC)=O)F